C(C=1C(O)=CC=CC1)(=O)C(O)[C@H](N)[C@H](O)\C=C\CCCCCCCCCCCCC salicyloyl-sphingosine